NC1=NC=CC(=C1)C=1OC=C(N1)C(=O)NC=1C=C2CN(C(C2=CC1N1CCOCC1)=O)C(C)C 2-(2-Aminopyridin-4-yl)-N-(2-isopropyl-6-morpholino-1-oxoisoindol-5-yl)oxazole-4-carboxamide